C(CCC)OC(C)=O.IC1=CC=C(C=C1)NC(CSC1=NN2C=NC(=CC2=N1)C(F)(F)F)=O N-(4-iodophenyl)-2-((7-(trifluoromethyl)-[1,2,4]triazolo[1,5-c]pyrimidin-2-yl)thio)acetamide butyl-acetate